O1SCC=CC2=C1C=C(C=C2)C(=O)O benzoxathiepine-8-carboxylic acid